N1-[4-(2,2'-binaphthyl-6-yl)phenyl]-N-(9,9-dimethyl-9H-fluoren-2-yl)dibenzofuran-1-amine C1=C(C=CC2=CC(=CC=C12)C1=CC=C(C=C1)N(C1=CC=CC=2OC3=C(C21)C=CC=C3)C3=CC=2C(C1=CC=CC=C1C2C=C3)(C)C)C3=CC2=CC=CC=C2C=C3